3-amino-2-butanol NC(C(C)O)C